C1(=CC=CC=C1)C1=CC=C(N)C=C1 4-phenyl-aniline